N1(N=CC=C1)C1=NC(N(C(N1[2H])=O)C1CCOCC1)=O 6-(1H-Pyrazol-1-yl)-3-(tetrahydro-2H-pyran-4-yl)-1,3,5-triazine-2,4(1H,3H)-dione-1-d